1-(3,4-Difluorophenyl)-2-oxo-1,9-diazaspiro[5.5]undec-3-ene-9-carboxylate FC=1C=C(C=CC1F)N1C(C=CCC12CCN(CC2)C(=O)[O-])=O